FC1=NNC2=CC=C(C=C12)C=1C=NC=CC1C 3-fluoro-5-(4-methylpyridin-3-yl)-1H-indazole